(1S,4S)-N-[3-(5-fluoropyrimidin-2-yl)-4-methylphenyl]-1-(2-methylpyrazol-3-yl)bicyclo[2.1.1]hexane-5-carboxamide FC=1C=NC(=NC1)C=1C=C(C=CC1C)NC(=O)C1[C@H]2CC[C@@]1(C2)C=2N(N=CC2)C